FC1=CC=C(C=C1)C=1N(C2=C(N1)C=CC(=C2)N2CCN(CC2)C(=O)OC(C)(C)C)C2=CC(=NC=C2)C tert-butyl 4-[2-(4-fluorophenyl)-3-(2-methyl-4-pyridyl) benzimidazol-5-yl]Piperazine-1-carboxylate